C[C@H]1CN(C[C@H](N1)C)C1=CC(=C(C=C1)NC(=O)C=1C(=CC=2N(C1)C=C(N2)C)OC)F N-(4-((3S,5R)-3,5-dimethylpiperazin-1-yl)-2-fluorophenyl)-7-methoxy-2-methylimidazo[1,2-a]pyridine-6-carboxamide